BrC1=CC(C(C2=CC=CC=C12)=[N+]=[N-])=O 4-bromo-1-diazo-naphthalene-2(1H)-one